NC1=CC=C(C=C1)C1CCN(CC1)C(=O)OC(C)(C)C tert-butyl 4-(4-amino-phenyl)-piperidine-1-carboxylate